Tert-butyl N-[(5S)-6-[[(2S)-3-[3-[(allyloxycarbonylamino)methyl]-3-hydroxy-azetidin-1-yl]-2-hydroxy-propyl]amino]-5-amino-6-oxohexyl]carbamate C(C=C)OC(=O)NCC1(CN(C1)C[C@H](CNC([C@H](CCCCNC(OC(C)(C)C)=O)N)=O)O)O